C(C)N(C=1C=NC=2CCN(CC2C1)C=1C(=CC=2N(N1)C(C=CN2)=O)C)CC 7-(3-(diethylamino)-7,8-dihydro-1,6-naphthyridin-6(5H)-yl)-8-methyl-4H-pyrimido[1,2-b]pyridazin-4-one